(1S,4s)-4-(4-amino-5-chloro-1H-pyrazol-1-yl)-1-(ethylimino)hexahydro-1λ6-thiopyran 1-oxide NC=1C=NN(C1Cl)C1CCS(CC1)(=NCC)=O